C1CNC12COC2 6-oxa-3-azaspiro[3.3]heptane